COC1=CC=C(COC=2C(=NC(=CC2)[N+](=O)[O-])[N+](=O)[O-])C=C1 3-((4-methoxybenzyl)oxy)-2,6-dinitropyridine